(E)-7-(3-(2-hydroxybenzylidene)-2,5-dioxopyrrolidinyl)-N-hydroxyheptanamide OC1=C(\C=C/2\C(N(C(C2)=O)CCCCCCC(=O)NO)=O)C=CC=C1